C1C=CC2=CC=CC=C2S1 thianaphthalene